4-(3-((2-(3,5-dioxopiperazin-1-yl)ethyl)amino)prop-1-yn-1-yl)-3-(trifluoromethyl)phenylbenzamide O=C1CN(CC(N1)=O)CCNCC#CC1=C(C=C(C=C1)C1=C(C(=O)N)C=CC=C1)C(F)(F)F